C1=CC=CC=2C3=CC=CC=C3C(C12)COC(=O)N1[C@@H](C[C@@H](C1)OC1OCCCC1)C(=O)O (2S-4S)-1-(9H-fluoren-9-ylmethoxycarbonyl)-4-(oxan-2-yloxy)pyrrolidine-2-carboxylic acid